Methyl-4-(bis(2-chloroethyl)amino)phenylbutyric acid CC(C(=O)O)(CC)C1=CC=C(C=C1)N(CCCl)CCCl